tert-butyl 4-(4-((5-((3-(1H-pyrazol-4-yl) propyl) carbamoyl)-2-(((1-methyl-1H-pyrazol-3-yl) methyl) sulfonyl) phenyl) ethynyl) phenyl)piperidine-1-carboxylate N1N=CC(=C1)CCCNC(=O)C=1C=CC(=C(C1)C#CC1=CC=C(C=C1)C1CCN(CC1)C(=O)OC(C)(C)C)S(=O)(=O)CC1=NN(C=C1)C